5-(5-(2,2-diethyl-4-oxochroman-6-yl)-1,2,4-oxadiazol-3-yl)indolin-2-one C(C)C1(OC2=CC=C(C=C2C(C1)=O)C1=NC(=NO1)C=1C=C2CC(NC2=CC1)=O)CC